C(CCCCCCCCC)(=O)O.[Ag] silver decanoic acid